OCCOC1=C(C=CC=C1)C(C)(C)C1=C(C=CC=C1)OCCO 2,2-bis{(2-hydroxyethoxy)phenyl}propane